[Ru](Cl)Cl.N1=C(C=CC=C1)C1=NC=CC=C1.N1=C(C=CC=C1)C1=NC=CC=C1.N1=C(C=CC=C1)C1=NC=CC=C1 tris(bipyridyl) ruthenium (II) chloride